O1C[C@H](CC1)C1=NC(=CC(=N1)N1CCOCC1)N1N=C(C=C1)C=1C=C(C=CC1)C (R)-4-(2-(tetrahydrofuran-3-yl)-6-(3-(m-tolyl)-1H-pyrazol-1-yl)pyrimidin-4-yl)morpholine